N1,N9-Bis(2-(2,6-dioxopiperidin-3-yl)-1-oxoisoindolin-4-yl)nonanediamide O=C1NC(CCC1N1C(C2=CC=CC(=C2C1)NC(CCCCCCCC(=O)NC1=C2CN(C(C2=CC=C1)=O)C1C(NC(CC1)=O)=O)=O)=O)=O